[P].[K].[Ca] Calcium-Potassium Phosphorus